OC1=CC(=C(CC=2C=C(C=C(C2O)CC2=C(C=C(C=C2)O)C)C(C)(C)C2=CC=C(C=C2)C(C)(C2=CC(=C(C(=C2)CC2=C(C=C(C=C2)O)C)O)CC2=C(C=C(C=C2)O)C)C2=CC(=C(C(=C2)CC2=C(C=C(C=C2)O)C)O)CC2=C(C=C(C=C2)O)C)C=C1)C 4,4'-[1-{4-[1-(3,5-bis(4-hydroxy-2-methylbenzyl)-4-hydroxyphenyl)-1-methylethyl]phenyl}ethylidene]bis[2,6-bis(4-hydroxy-2-methylbenzyl)phenol]